C(C)(C)(C)OC(=O)N1[C@H](C[C@H](C1)OC)C(=O)O (2R,4R)-1-tert-butoxycarbonyl-4-methoxy-pyrrolidine-2-carboxylic acid